O-t-butyl-L-β-homoserine C(C)(C)(C)OC[C@H](N)CC(=O)O